[Cl-].[Cl-].[Cl-].[Cl-].[Zn+2].[Zn+2] Zinc tetrachloride